5-[(3R,9aS)-8-(2-Chloro-3-methoxybenzoyl)-3,4,6,7,9,9a-hexahydro-1H-pyrazino[2,1-c][1,4]oxazin-3-yl]-3-chloro-2-fluorobenzonitril ClC1=C(C(=O)N2C[C@H]3CO[C@@H](CN3CC2)C=2C=C(C(=C(C#N)C2)F)Cl)C=CC=C1OC